2-amino-4,6-dimethoxy-benzamide NC1=C(C(=O)N)C(=CC(=C1)OC)OC